N-(5-bromo-2-methoxypyridin-3-yl)methanesulfonamide GERANYL-CROTONATE ((E)-3,7-dimethylocta-2,6-dien-1-yl-but-2-enoate) CC(=CC/C(/C(=O)O)=C\C)CCC=C(C)C.C(\C=C(/C)\CCC=C(C)C)OC(\C=C\C)=O.BrC=1C=C(C(=NC1)OC)NS(=O)(=O)C